N-[(4-cyclopropanesulfonamidopyridin-2-yl)methyl]-5-[6-(trifluoromethyl)pyrazine-2-yl]-1,3-thiazole-2-carboxamide C1(CC1)S(=O)(=O)NC1=CC(=NC=C1)CNC(=O)C=1SC(=CN1)C1=NC(=CN=C1)C(F)(F)F